6-{[5'-(1,3-dioxolan-2-yl)-2-oxo-[1,2'-bipyridin]-3-yl]amino}-N-[(1R,2S)-2-fluorocyclopropyl]-8-{[(4-methoxyphenyl)methyl](methyl)amino}imidazo[1,2-b]pyridazine-3-carboxamide O1C(OCC1)C=1C=CC(=NC1)N1C(C(=CC=C1)NC=1C=C(C=2N(N1)C(=CN2)C(=O)N[C@H]2[C@H](C2)F)N(C)CC2=CC=C(C=C2)OC)=O